N1=NC=CC2=CC(=CC=C12)C1=CNC=2N=C(N=C(C21)OC([2H])([2H])[2H])NC2CCC(CC2)(O)C (1s,4s)-4-((5-(cinnolin-6-yl)-4-(methoxy-d3)-7H-pyrrolo[2,3-d]pyrimidin-2-yl)amino)-1-methylcyclohexan-1-ol